4-[[(2R,3r,4r,5r)-3-(3,4-difluoro-2-methoxy-phenyl)-4,5-dimethyl-5-(trifluoromethyl)tetrahydrofuran-2-carbonyl]amino]-5-methyl-pyridine-2-carboxamide FC=1C(=C(C=CC1F)[C@@H]1[C@@H](O[C@]([C@@H]1C)(C(F)(F)F)C)C(=O)NC1=CC(=NC=C1C)C(=O)N)OC